4-chloro-6-methyl-2-(1-methyl-1H-imidazol-4-yl)thieno[2,3-d]pyrimidine ClC=1C2=C(N=C(N1)C=1N=CN(C1)C)SC(=C2)C